O=C(CC(=O)O)OC=1C=CC=C2C(=CNC12)CCN1CCCC1 3-oxo-3-((3-(2-(pyrrolidin-1-yl)ethyl)-1H-indol-7-yl)oxy)propionic acid